FC1=CC2=C(CN(CCS2(=O)=O)C2=CC(=C(C(=C2)C)NC(CC(C)(C)C)=O)C)C=C1 N-(4-(8-fluoro-1,1-dioxo-2,3-dihydrobenzo[f][1,4]thiazepin-4(5H)-yl)-2,6-dimethylphenyl)-3,3-dimethylbutanamide